C(C)C1=NN2C(NC3=C(C2=O)CN(C3=O)C[C@H]3N(CCOC3)C(=O)OC(C)(C)C)=C1 tert-butyl (3R)-3-[(2-ethyl-5,8-dioxo-5,8-dihydro-4H-pyrazolo[1,5-a]pyrrolo[3,4-d]pyrimidin-6(7H)-yl)methyl]morpholine-4-carboxylate